C(C)(=O)[O-].C1=CC=CC2=CC3=CC4=CC=CC=C4C=C3C=C12.[Na+] sodium naphthacene acetate